(1R,5S)-N-{cis-3-[methyl-(7H-pyrrolo[2,3-d]pyrimidin-4-yl)amino]cyclobutyl}-6-oxa-3-azabicyclo[3.1.1]heptane-3-sulfonamide CN([C@H]1C[C@H](C1)NS(=O)(=O)N1C[C@@H]2O[C@H](C1)C2)C=2C1=C(N=CN2)NC=C1